[Al].[Nb].C1(=C2C=3C=CC=CC3C3=C(C2=CC=C1)C=CC=C3)C=3C(=C1C=2C=CC=CC2C2=C(C1=CC3)C=CC=C2)C2=C(C=CC=C2)C2=CC=CC=C2 (benzophenanthrenyl-(benzophenanthrenyl))biphenyl NIOBIUM-ALUMINIUM